ClC1=CC2=C(C=N1)C(=NN2C2=NC(=CC(=C2)C(F)F)[C@@]2(COCC2)OC)C (S)-6-chloro-1-(4-(difluoromethyl)-6-(3-methoxytetrahydrofuran-3-yl)pyridine-2-yl)-3-methyl-1H-pyrazolo[4,3-c]pyridine